diglycidyldiaminodiphenylmethane C(C1CO1)C=1C(=C(C=CC1)C(C1=CC=CC=C1)(N)N)CC1CO1